4,4'-diisocyanato-3,3'-dimethoxy(1,1'-biphenyl) N(=C=O)C1=C(C=C(C=C1)C1=CC(=C(C=C1)N=C=O)OC)OC